tert-Butyl ((1r,4r)-4-acetamidocyclohexyl)(2-(6-chloro-6'-cyano-2',4-difluoro-3'-(2-methoxyethoxy)-[1,1'-biphenyl]-3-yl)-2-phenylethyl)carbamate C(C)(=O)NC1CCC(CC1)N(C(OC(C)(C)C)=O)CC(C1=CC=CC=C1)C=1C=C(C(=CC1F)Cl)C1=C(C(=CC=C1C#N)OCCOC)F